2,4-dichloro-6-naphthalen-2-yl-1,3,5-triazine ClC1=NC(=NC(=N1)Cl)C1=CC2=CC=CC=C2C=C1